Methyl 5-(N,N-dimethylsulfamoyl)-2-hydroxy-4-((8,8,8-trifluorooctyl)amino)benzoate CN(S(=O)(=O)C=1C(=CC(=C(C(=O)OC)C1)O)NCCCCCCCC(F)(F)F)C